FC(C(=O)O)(F)F.NC/C(/COC1=CC=C(C=N1)S(=O)(=O)N1CC2C(C2C1)C(=O)O)=C/F trans-3-[6-((Z)-2-aminomethyl-3-fluoro-allyloxy)-pyridine-3-sulfonyl]-3-aza-bicyclo[3.1.0]hexane-6-carboxylic acid trifluoroacetate salt